1-(trans-5-(3,5-dichlorophenoxy)octahydrocyclopenta[c]pyrrole-2-carbonyl)-1H-pyrazole-3-carboxylic acid ClC=1C=C(OC2CC3C(CN(C3)C(=O)N3N=C(C=C3)C(=O)O)C2)C=C(C1)Cl